N-[6-(2,2-difluoroethoxy)-5-fluoro-2-methoxy-3-pyridyl]-7-(trifluoromethyl)-5,6,7,8-tetrahydroimidazo[1,2-a]pyridine-3-sulfonamide FC(COC1=C(C=C(C(=N1)OC)NS(=O)(=O)C1=CN=C2N1CCC(C2)C(F)(F)F)F)F